(2S)-N-[2-[[6-[(5-cyclobutylthiazol-2-yl)amino]l-2-ethyl-pyrimidin-4-yl]amino]ethyl]-2-(methylamino)propanamide C1(CCC1)C1=CN=C(S1)NC1=CC(=NC(=N1)CC)NCCNC([C@H](C)NC)=O